2-(4-(4-((4H-1,2,4-triazol-3-yl)methoxy)-3-fluoro-5-methoxyphenyl)-3-methyl-2-oxo-6-(trifluoromethyl)-2,3-dihydro-1H-benzo[d]imidazol-1-yl)-N-(3-chlorophenyl)acetamide hydrochloride Cl.N=1N=C(NC1)COC1=C(C=C(C=C1OC)C1=CC(=CC=2N(C(N(C21)C)=O)CC(=O)NC2=CC(=CC=C2)Cl)C(F)(F)F)F